[2-(methacryloylamino)ethyl]-trimethyl-ammonium C(C(=C)C)(=O)NCC[N+](C)(C)C